C(C)(C)N1CCN(CC1)C1=CC=C(C=C1)C=1C2=C(OCCC1C1=CC=CC=C1)C=C(C=C2)O 5-(4-(4-Isopropylpiperazin-1-yl)phenyl)-4-phenyl-2,3-dihydrobenzo[b]oxepin-8-ol